F[B-](F)(F)F.[Na+] sodium fluoroborate salt